6-((2-Amino-4-Methylpyrimidin-5-yl)Methyl)-N-(3-Fluoro-5-(Trifluoromethyl)Phenyl)-4,5,6,7-Tetrahydrothieno[2,3-c]Pyridin-3-Carboxamid NC1=NC=C(C(=N1)C)CN1CC2=C(CC1)C(=CS2)C(=O)NC2=CC(=CC(=C2)C(F)(F)F)F